mono(isopropyl) Phthalate C(C=1C(C(=O)[O-])=CC=CC1)(=O)OC(C)C